3-(difluoromethyl)-1-((1R,4R)-4-(hydroxymethyl)cyclohexyl)-1H-pyrazolo[1,5-a]pyrimidine-3-carboxamide FC(C1(CN(N2C1N=CC=C2)C2CCC(CC2)CO)C(=O)N)F